6-cyclohexyl-1-hydroxy-4-methylpyridin-2(1H)-one C1(CCCCC1)C1=CC(=CC(N1O)=O)C